8-fluoro-7-((2-fluoro-6-(5-methyl-4H-1,2,4-triazol-3-yl)-3',6'-dihydro-[3,4'-bipyridin]-1'(2'H)-yl)methyl)-3-methylquinoxalin-2(1H)-one FC=1C(=CC=C2N=C(C(NC12)=O)C)CN1CCC(=CC1)C=1C(=NC(=CC1)C1=NN=C(N1)C)F